[Si](C1=CC=CC=C1)(C1=CC=CC=C1)(C(C)(C)C)O[C@H]1[C@H](COC1)N1CCN(CC1)C=1C(=CC2=C(N=C(N=C2)NC=2C=NN(C2Cl)C2CC2)N1)Cl |o1:18,19| (3S,4S) or (3R,4R)-7-(4-(4-((Tert-butyldiphenylsilyl)oxy)tetrahydrofuran-3-yl)piperazin-1-yl)-6-chloro-N-(5-chloro-1-cyclopropyl-1H-pyrazol-4-yl)pyrido[2,3-d]pyrimidin-2-amine